CC(=CCCCC\C=C\CC)C1=CC2=CC=CC=C2C=C1 2-((8E)-undeca-2,8-dien-2-yl)naphthalene